3-[(4-methylpiperazine-1-yl)methyldimethoxysilyl]styrene CN1CCN(CC1)C[Si](C=1C=C(C=C)C=CC1)(OC)OC